C(C)(C)N1CCN(CC1)C1=CC=C(C=C1)NC=1N=CC2=C(N1)N(C(C=C2C#C[Si](C(C)C)(C(C)C)C(C)C)=O)C2=CC=CC=C2 2-{[4-(4-isopropylpiperazin-1-yl)phenyl]amino}-8-phenyl-5-[2-(triisopropylsilyl)ethynyl]pyrido[2,3-d]pyrimidin-7-one